N1(CCOCC1)C1=CC=C(C=C1)C=CC(=O)C1=CC=C(OCC(=O)O)C=C1 2-(4-3-[4-(Morpholin-4-yl)phenyl]prop-2-enoylphenoxy)acetic acid